8-Amino-6-fluoro-2-(2-hydroxyethoxy)-5-methyl-3,4-dihydronaphthalen-1(2H)-one NC=1C=C(C(=C2CCC(C(C12)=O)OCCO)C)F